1,4-Bis-(3-formyl-2-hydroxy-5-methylbenzyl)-7-tert-butyloxycarbonyl-1,4,7-triazacyclononane C(=O)C=1C(=C(CN2CCN(CCN(CC2)C(=O)OC(C)(C)C)CC2=C(C(=CC(=C2)C)C=O)O)C=C(C1)C)O